ClC1=C2C(=NC(=C1)C1=CC=NN1C)C(=NN2CC(F)(F)F)I 7-chloro-3-iodo-5-(1-methyl-1H-pyrazol-5-yl)-1-(2,2,2-trifluoroethyl)-1H-pyrazolo[4,3-b]Pyridine